C(C1=CC=CC=C1)SC1=C(C=CC=C1OCC(F)(F)F)OC Benzyl(2-methoxy-6-(2,2,2-trifluoroethoxy)phenyl)sulfane